3-(2-aminoethyl)-5-((4-(4-(trifluoromethyl)piperidin-1-yl)phenyl)amino)benzo[d]oxazol-2(3H)-one NCCN1C(OC2=C1C=C(C=C2)NC2=CC=C(C=C2)N2CCC(CC2)C(F)(F)F)=O